ClC=1C=CC(=C(C(=O)O)C1)NC1=C(C=C(C=C1)F)OC 5-chloro-2-((4-fluoro-2-methoxyphenyl)amino)benzoic acid